[N+](=O)([O-])C=1N=CN(C1)CCN 4-Nitroimidazole-1-ethylamine